2-(pyrimidin-4-ylamino)-5-(3-(5,6,7,8-tetrahydro-1,8-naphthyridin-2-yl)propoxy)pentanoic acid N1=CN=C(C=C1)NC(C(=O)O)CCCOCCCC1=NC=2NCCCC2C=C1